C(\C=C/C(=O)[O-])(=O)[O-].[Mg+2].C(C)(C)(C)OC(=O)C1(NC(N([C@H]2C([C@H](O)[C@@H](CO)O2)(F)F)C=C1)=O)N 4-tert-butoxycarbonyl-2'-deoxy-2',2'-difluorocytidine Magnesium Maleinate